BrC1=CN(C2=NC=C(C=C21)C(F)(F)F)S(=O)(=O)C2=CC=C(C)C=C2 3-bromo-1-tosyl-5-(trifluoromethyl)-1H-pyrrolo[2,3-b]pyridine